cholest-5-ene-3β,4beta-diol CC(C)CCC[C@@H](C)[C@H]1CC[C@H]2[C@@H]3CC=C4[C@H]([C@H](CC[C@]4(C)[C@H]3CC[C@]12C)O)O